[Li+].S(=O)(=O)([O-])C1=C(C(=O)[O-])C=CC=C1C(=O)[O-].[Li+].[Li+] sulfoisophthalic acid lithium salt